fluorenylmethoxycarbonyl-histidine C1(=CC=CC=2C3=CC=CC=C3CC12)COC(=O)N[C@@H](CC1=CNC=N1)C(=O)O